(2R,5S)-1-((5-fluoro-6-(trifluoromethyl)pyridin-2-yl)(4-fluorophenyl)methyl)-2,5-dimethylpiperazine hydrochloride Cl.FC=1C=CC(=NC1C(F)(F)F)C(N1[C@@H](CN[C@H](C1)C)C)C1=CC=C(C=C1)F